Benzyl N2-(((9H-fluoren-9-yl) methoxy) carbonyl)-N5-(((3aR,4R,6S,6aS)-6-(2-amino-2-oxoethyl)-2,2-dimethyltetrahydrofuro[3,4-d][1,3]dioxol-4-yl) methyl)-L-glutaminate C1=CC=CC=2C3=CC=CC=C3C(C12)COC(=O)N[C@@H](CCC(NC[C@H]1O[C@H]([C@@H]2OC(O[C@@H]21)(C)C)CC(=O)N)=O)C(=O)OCC2=CC=CC=C2